[Si](C)(C)(C(C)(C)C)OC1C(C1)N1C(C2=CC=CC=C2C1=O)=O 2-(2-((tert-butyldimethylsilyl)-oxy)cyclopropyl)isoindoline-1,3-dione